1-(2-(2-methylpyrrolidin-1-yl)ethyl)-3-(4-(3-(piperidin-1-yl)cyclobutoxy)phenyl)urea CC1N(CCC1)CCNC(=O)NC1=CC=C(C=C1)OC1CC(C1)N1CCCCC1